C(CCCCC)N.C(C1=CC=C(C(=O)O)C=C1)(=O)O terephthalic acid (n-hexylamine) salt